FC1=C(C(=O)Cl)C=CC(=C1)I 2-fluoro-4-iodobenzoylchloride